ethyl 2-[1-[1-(2,6-dibenzyloxy-3-pyridyl)-3-methyl-2-oxo-benzimidazol-4-yl]-4-piperidyl]acetate C(C1=CC=CC=C1)OC1=NC(=CC=C1N1C(N(C2=C1C=CC=C2N2CCC(CC2)CC(=O)OCC)C)=O)OCC2=CC=CC=C2